N1C=NC2=C1C=CC(=C2)C2N(CC(CC2)C)C(C(=O)NC=2C=NC=C(C(=O)N)C2)=O 5-(2-(2-(1H-Benzo[d]Imidazol-5-yl)-5-methylpiperidin-1-yl)-2-oxoacetamido)Nicotinamide